C(C)(C)(C)OC(=O)N1[C@@H]2[C@@H](C[C@H]([C@H]1C(=O)O)CC2)CC2CC2 (1S,3S,4R,6R)-2-(tert-Butoxycarbonyl)-6-(cyclopropylmethyl)-2-azabicyclo[2.2.2]octane-3-carboxylic acid